P(=O)(OCC)([O-])Cl monoethyl chlorophosphate